(1S,3R)-methyl-3-(((3-chloropyrazin-2-yl)methyl)carbamoyl)-1-methylcyclopentanecarboxylate COC(=O)[C@@]1(C[C@@H](CC1)C(NCC1=NC=CN=C1Cl)=O)C